((tert-butoxycarbonyl)amino)-3-(methoxymethyl)-1,3-dimethyl-2-oxoindoline-5-carboxylic acid methyl ester COC(=O)C=1C(=C2C(C(N(C2=CC1)C)=O)(C)COC)NC(=O)OC(C)(C)C